C(=O)C=1N(C2=CC=CC=C2C1SCC(=O)O)C [(2-FORMYL-1-METHYL-1H-INDOL-3-YL)THIO]ACETIC ACID